N-[3-(difluoromethyl)-1-[4-(hydroxymethyl)phenyl]pyrazol-4-yl]-2-(4-pyridyl)oxazole-4-carboxamide FC(C1=NN(C=C1NC(=O)C=1N=C(OC1)C1=CC=NC=C1)C1=CC=C(C=C1)CO)F